6-(methoxycarbonyl)-7-methyl-1,2,3,4-tetrahydroisoquinolin-2-ium 2,2,2-trifluoroacetate FC(C(=O)[O-])(F)F.COC(=O)C=1C=C2CC[NH2+]CC2=CC1C